(6S,9S)-2-allyl-N-benzyl-6-(4-hydroxybenzyl)-9-methyl-8-(naphthalen-1-ylmethyl)-4,7-dioxooctahydro-1H-pyrazino[2,1-c][1,2,4]triazine-1-carboxamide C(C=C)N1N(C2N(C(C1)=O)[C@H](C(N([C@H]2C)CC2=CC=CC1=CC=CC=C21)=O)CC2=CC=C(C=C2)O)C(=O)NCC2=CC=CC=C2